((1s,3s)-3-(Difluoromethyl)-3-hydroxycyclobutyl)(7-((5-methyl-6-(trifluoromethyl)pyridin-2-yl)oxy)-2-azaspiro[3.5]nonan-2-yl)methanon FC(C1(CC(C1)C(=O)N1CC2(C1)CCC(CC2)OC2=NC(=C(C=C2)C)C(F)(F)F)O)F